tert-butyl (R)-(1-(2-(1-(cyclopropylmethyl)-6-vinyl-1H-indol-2-yl)-3,4-dihydro-5-oxa-1,2a-diazaacenaphthylene-7-carbonyl) piperidin-3-yl)carbamate C1(CC1)CN1C(=CC2=CC=C(C=C12)C=C)C1=NC=2C=C(C=C3OCCN1C23)C(=O)N2C[C@@H](CCC2)NC(OC(C)(C)C)=O